NC=1C(=NN(C1)C1OCCCC1)C1=CC2=C(C=N1)C(=NN2CC(C)C)N2C(CCC2)=O 1-[6-(4-amino-1-tetrahydropyran-2-yl-pyrazol-3-yl)-1-isobutyl-pyrazolo[4,3-c]pyridin-3-yl]pyrrolidin-2-one